S([O-])(O)(=O)=O.C(CC)N1C=[N+](C=C1)CCC 1,3-dipropylimidazolium bisulfate